5-chloro-2-[[6-chloro-3-(4-oxocyclohexyl)-4-quinolinyl]amino]benzoic acid ClC=1C=CC(=C(C(=O)O)C1)NC1=C(C=NC2=CC=C(C=C12)Cl)C1CCC(CC1)=O